5-((tert-butoxycarbonyl)amino)-2-(trifluoromethyl)-1H-benzo[d]imidazole-4-carboxylic acid C(C)(C)(C)OC(=O)NC1=C(C2=C(NC(=N2)C(F)(F)F)C=C1)C(=O)O